ClCC(CCl)OP(=O)(OC(CCl)CCl)OC(CCl)CCl tris(1,3-dichloro-2-propyl)phosphate